2-(5-bromo-2-thienyl)-5-(trifluoromethyl)-2,3-dihydro-1-benzofuran BrC1=CC=C(S1)C1OC2=C(C1)C=C(C=C2)C(F)(F)F